FC=1C(=C(OC2=C(C=C(C(=C2)C(F)(F)F)F)C=2NC=3C=NC=C(C3C(C2)=O)C#N)C=CC1F)OC 2-[2-(3,4-difluoro-2-methoxy-phenoxy)-5-fluoro-4-(trifluoromethyl)phenyl]-4-oxo-1H-1,7-naphthyridine-5-carbonitrile